[Br-].OCCN1C=[N+](C=C1)C 1-(2-hydroxyethyl)-3-methylimidazolium bromide